CERIUM-MANGANESE [Mn].[Ce]